C1(CC1)C=1C=C2CCC(N(C2=CC1)S(=O)(=O)C(C1=C(C=CC=C1)OCC1CCOCC1)O)C ((6-cyclopropyl-2-methyl-3,4-dihydroquinolin-1(2H)-yl)sulfonyl)-2-((tetrahydro-2H-pyran-4-yl)methoxy)benzyl alcohol